ethyl-2-(2-(4-(4-((7-(3-(methylsulfonamido)phenyl)pyrrolo[2,1-f][1,2,4]triazin-2-yl)amino)phenyl)piperazin-1-yl)ethoxy)acetate C(C)OC(COCCN1CCN(CC1)C1=CC=C(C=C1)NC1=NN2C(C=N1)=CC=C2C2=CC(=CC=C2)NS(=O)(=O)C)=O